IC1=CSC2=C1N=C(N=C2OC)OC 7-iodo-2,4-dimethoxythieno[3,2-d]pyrimidine